3-bromo-5-(trimethylsilyl)benzaldehyde BrC=1C=C(C=O)C=C(C1)[Si](C)(C)C